C1=CC=CC=2OC3=CC=CC=C3C3(C12)OC(C1=CC=CC=C13)=O spiro[isobenzofuran-1(3H),9'-[9H]xanthene]-3-one